O=C1N(CCC(N1)=O)C1=C(C(=O)O)C=CC(=C1)OC 2,4-dioxotetrahydropyrimidin-1(2H)-yl-4-methoxybenzoic acid